amino-5'-benzoyl-6-bromo-6'-methyl-2-oxospiro[indoline-3,4'-pyran]-3'-carbonitrile NC=1OC(=C(C2(C1C#N)C(NC1=CC(=CC=C12)Br)=O)C(C1=CC=CC=C1)=O)C